BrC=1C(=NC(=CN1)Cl)C#N 3-bromo-6-chloropyrazine-2-formonitrile